NC1=NC=2C=CC(=CC2C2=C1COC2)C(=O)N(C)[C@H]2COC1=NC(=CC=C12)OC 4-amino-N-((3R)-6-methoxy-2,3-dihydrofuro[2,3-b]pyridin-3-yl)-N-methyl-1,3-dihydrofuro[3,4-c]quinoline-8-carboxamide